C(CCCCCCC(=O)O)(=O)O 1,8-Octanedioic acid